COC1=CC=C(C=C1)N(C(C(=C)C)=O)C N-(4-methoxyphenyl)-N-methyl-methacrylamide